butyl 4-((4-amino-3-(2-aminobenzo[d]oxazol-5-yl)-1H-pyrazolo[3,4-d]pyrimidin-1-yl)methyl)piperidine-1-carboxylate NC1=C2C(=NC=N1)N(N=C2C=2C=CC1=C(N=C(O1)N)C2)CC2CCN(CC2)C(=O)OCCCC